[1,1':4',1''-terphenyl]-3,5-dicarbonitrile C1(=CC(=CC(=C1)C#N)C#N)C1=CC=C(C=C1)C1=CC=CC=C1